FC1=CC2=C(NC(=N2)C2=CC=C(N(C)C)C=C2)C=C1 4-(5-fluoro-1H-1,3-benzodiazole-2-yl)-N,N-dimethylaniline